t-butyl (3aR,5s,6aS)-5-(3-(pyrimidin-4-yl)phenoxy)hexahydrocyclopenta[c]pyrrole-2(1H)-carboxylate N1=CN=C(C=C1)C=1C=C(OC2C[C@@H]3[C@@H](CN(C3)C(=O)OC(C)(C)C)C2)C=CC1